CN1C(C=CC(=C1)C1=NC(=NC=C1F)NC1=CC=C(C=C1)N(C)C)=O methyl-5-(2-(4-(dimethylamino)phenyl)amino-5-fluoropyrimidin-4-yl)-pyridin-2(1H)-one